ClC1=CC(=C(N=N1)OC1=CC(=CC=C1)C(F)(F)F)C(=O)NC(CC1=C(C=C(C=C1)C)C)CCl 6-chloro-N-[1-(chloromethyl)-2-(2,4-dimethylphenyl)ethyl]-3-[3-(trifluoro-methyl)phenoxy]pyridazine-4-carboxamide